6-[3-methyl-4-[methyl(propanoyl)amino]phenyl]-N-[[2-(trifluoromethyl)-3-pyridyl]methyl]pyridine-3-carboxamide CC=1C=C(C=CC1N(C(CC)=O)C)C1=CC=C(C=N1)C(=O)NCC=1C(=NC=CC1)C(F)(F)F